P(=O)(OCC1=CC=CC=C1)(OCC1=CC=CC=C1)OC[C@H]1O[C@H]([C@@H]([C@H]1F)OCC1=CC=C(C=C1)OC)N1C2=NC=NC(=C2N=C1)NC(C1=CC=CC=C1)(C1=CC=CC=C1)C1=CC=CC=C1 dibenzyl (((2R,3S,4S,5R)-3-fluoro-4-((4-methoxybenzyl)oxy)-5-(6-(tritylamino)-9H-purin-9-yl)tetrahydrofuran-2-yl)methyl) phosphate